4-[4-[(7S)-3-carbamoyl-2-(4-phenoxyphenyl)-4,5,6,7-tetrahydropyrazolo[1,5-a]pyrimidin-7-yl]-1-piperidinyl]piperidine-1-carboxylic acid tert-butyl ester C(C)(C)(C)OC(=O)N1CCC(CC1)N1CCC(CC1)[C@@H]1CCNC=2N1N=C(C2C(N)=O)C2=CC=C(C=C2)OC2=CC=CC=C2